C(CCCCC)[C@@H]1[C@@H](C1)CCCCCCCCCC(=O)O 10-[(1R,2S)-2-hexylcyclopropyl]decanoic acid